COC=1C=C2C(=NC=NC2=CC1OC)OC1=CC(=C(C(=C1)F)C(C(=O)NC1=CC(=C(C=C1)N1CCC(CC1)C)C(F)(F)F)=O)F (4-((6,7-dimethoxyquinazolin-4-yl)oxy)-2,6-difluorophenyl)-N-(4-(4-methylpiperidin-1-yl)-3-(trifluoromethyl)phenyl)-2-oxoacetamide